diisopropoxymethyl-(4-vinylphenyl)silane C(C)(C)OC(OC(C)C)[SiH2]C1=CC=C(C=C1)C=C